3-methyl-2-[7-[(3R)-1-methyl-3-piperidyl]imidazo[4,5-c]pyridazin-3-yl]-5-(trifluoromethyl)phenol CC=1C(=C(C=C(C1)C(F)(F)F)O)C1=CC2=C(N=N1)N(C=N2)[C@H]2CN(CCC2)C